5-fluoro-8-(4-fluorophenyl)-9-(1-isopropyl-5,5-dimethyl-2,4-imidazolinedione-3-yl)-8,9-dihydro-2H-pyrido[4,3,2-de]phthalazin-3(7H)-one FC=1C=C2C=3C(=NNC(C3C1)=O)C(C(N2)C2=CC=C(C=C2)F)N2C(N(C(C2=O)(C)C)C(C)C)=O